7-amino-3-ethyl-5-((2-(1-((3-hydroxycyclobutyl)methyl)-2-oxo-1,2-dihydropyridin-3-yl)ethyl)amino)-2-methylpyrazolo[1,5-a]pyrimidine-6-carbonitrile NC1=C(C(=NC=2N1N=C(C2CC)C)NCCC=2C(N(C=CC2)CC2CC(C2)O)=O)C#N